N-(4-(tert-butyl)phenyl)-2-(2-(cyclohept-1-en-1-yl)-5-ethyl-6-(4-(5-hydroxy-6-methylpyrimidine-4-carbonyl)piperazin-1-yl)-7-oxo-[1,2,4]triazolo[1,5-a]pyrimidin-4(7H)-yl)acetamide C(C)(C)(C)C1=CC=C(C=C1)NC(CN1C=2N(C(C(=C1CC)N1CCN(CC1)C(=O)C1=NC=NC(=C1O)C)=O)N=C(N2)C2=CCCCCC2)=O